Cl.C(C)(C)(C)OC(=O)C1CNC1 3-(tert-butoxycarbonyl)azetidine hydrochloride